OCC(C1=CC[C@H]2[C@@H]3CCC4=CC(CC[C@]4(C)[C@H]3CC[C@]12C)=O)=O hydroxy-pregna-4,16-diene-3,20-dione